BrC=1C=C(C=C(C1)F)C(C)(C)NC(=O)C=1OC=C(N1)C1=NC(=NC=C1C)NC1=CC=NN1C N-(2-(3-bromo-5-fluorophenyl)propan-2-yl)-4-(5-methyl-2-((1-methyl-1H-pyrazol-5-yl)amino)pyrimidin-4-yl)oxazole-2-carboxamide